ClC1=C2N(C(C(=C1)NC1=CC(=NC=N1)NC(=O)C1CC1)=O)C(NC2=O)(C(F)(F)F)C N-(6-((8-chloro-3-methyl-1,5-dioxo-3-(trifluoromethyl)-1,2,3,5-tetrahydro-imidazo[1,5-a]pyridin-6-yl)amino)pyrimidin-4-yl)cyclopropanecarboxamide